C(=O)(O)C1CC(NC(C1)(C)C)(C)C 4-carboxy-2,2,6,6-tetramethyl-piperidine